1-tert-butyl 2-methyl (2S,4S)-4-(2-cyanoethoxy)pyrrolidine-1,2-dicarboxylate C(#N)CCO[C@H]1C[C@H](N(C1)C(=O)OC(C)(C)C)C(=O)OC